1-Cyclohexyl-3-(2-methyl-6-(pyridin-3-yl)phenyl)urea C1(CCCCC1)NC(=O)NC1=C(C=CC=C1C=1C=NC=CC1)C